NC1=NC2=CC(=CC(=C2C=C1)Cl)CN(C(=O)C=1C=NC=CC1)C=1C(=NC=CC1)S(=O)(=O)C N-[(2-amino-5-chloroquinolin-7-yl)methyl]-N-(2-methanesulfonylpyridin-3-yl)pyridine-3-carboxamide